BrC1=NOC(C1)C=1C(=CC(=NC1)OC)C1=C(C=C(C=C1F)F)F 5-(3-Bromo-4,5-dihydro-1,2-oxazol-5-yl)-2-methoxy-4-(2,4,6-trifluorophenyl)pyridine